CCCCC/C=C/C/C=C/CCCCCC(=O)O 7E,10E-Hexadecadienoic acid